2-cyano-3-(2-(4-(4-methylpiperazin-1-yl)phenyl)benzofuran-6-yl)acrylic acid C(#N)C(C(=O)O)=CC1=CC2=C(C=C(O2)C2=CC=C(C=C2)N2CCN(CC2)C)C=C1